N1CC(C1)C1=CC(=C2N1C=CN=C2)C2=C(C(=O)N(C(C)C)CC(F)F)C=C(C=C2)F 2-[6-(Azetidin-3-yl)pyrrolo[1,2-a]pyrazin-8-yl]-N-(2,2-difluoroethyl)-5-fluoro-N-(isopropyl)benzamide